CC=1C=CC=C2C=CN=C(C12)N(C(C1=CC=C(C=C1)C=1C(NC=CC1)=O)=O)[C@H]1CNCCC1 (R)-N-(8-methylisoquinolin-1-yl)-4-(2-oxo-1,2-dihydropyridin-3-yl)-N-(piperidin-3-yl)benzamide